(R)-9-oxo-8-(3-propoxy-4-(1H-pyrazol-5-yl)phenyl)octahydro-2H-pyrazino[1,2-a]pyrazine-2-carbonitrile O=C1N(CCN2[C@@H]1CN(CC2)C#N)C2=CC(=C(C=C2)C2=CC=NN2)OCCC